C1(CC1)C(C1=C(C(=CC=C1)C(C)C)O)SC 2-(cyclopropyl-(methylthio)methyl)-6-isopropylphenol